BrC=1C=C2C(=NC1)N=C(N2)C(C)C=2C=C1CCCN(C1=CC2)C(=O)OC(C)(C)C tert-butyl 6-(1-(6-bromo-1H-imidazo[4,5-b]pyridin-2-yl)ethyl)-3,4-dihydroquinoline-1(2H)-carboxylate